4-(6-(6-(benzo[d][1,3]dioxole-5-carbonyl)-3,6-diazabicyclo[3.1.1]heptan-3-yl)pyridin-3-yl)-6-(2-hydroxy-2-methylpropoxy)pyrazolo[1,5-a]pyridine-3-carbonitrile 2,2,2-trifluoroacetate FC(C(=O)O)(F)F.O1COC2=C1C=CC(=C2)C(=O)N2C1CN(CC2C1)C1=CC=C(C=N1)C=1C=2N(C=C(C1)OCC(C)(C)O)N=CC2C#N